octaphenyl-palladium C1(=CC=CC=C1)[Pd](C1=CC=CC=C1)(C1=CC=CC=C1)(C1=CC=CC=C1)(C1=CC=CC=C1)(C1=CC=CC=C1)(C1=CC=CC=C1)C1=CC=CC=C1